CC(CC(=O)OC[C@H]1O[C@@]([C@@H]([C@@H]1OCOC(C(C)(C)C)=O)O)(C#N)C1=CC=C2C(=NC=NN21)N)C ((2R,3S,4R,5R)-5-(4-aminopyrrolo[2,1-f][1,2,4]triazin-7-yl)-5-cyano-4-hydroxy-3-((pivaloyloxy)methoxy)tetrahydrofuran-2-yl)methyl 3-methylbutanoate